(5Z)-5-[[1-(3-pyridyl)pyrazol-4-yl]methylene]thiazolidine-2,4-dione N1=CC(=CC=C1)N1N=CC(=C1)\C=C/1\C(NC(S1)=O)=O